C1(CC1)C=1NC(=NN1)C1CC2(CN(C2)C(=O)N2CC3(CN(C3)S(=O)(=O)NCC3=CC=C(C=C3)F)C2)C1 6-[6-(5-cyclopropyl-4H-1,2,4-triazol-3-yl)-2-azaspiro[3.3]heptane-2-carbonyl]-N-[(4-fluorophenyl)methyl]-2,6-diazaspiro[3.3]heptane-2-sulfonamide